2-{5-fluoro-1-[(3-fluoropyridin-2-yl)methyl]-1H-pyrazolo[3,4-b]pyridin-3-yl}-5-methyl-5-(trifluoromethyl)-4-[(3,3,3-trifluoropropyl)amino]-5,7-dihydro-6H-pyrrolo[2,3-d]pyrimidin-6-one FC=1C=C2C(=NC1)N(N=C2C=2N=C(C1=C(N2)NC(C1(C(F)(F)F)C)=O)NCCC(F)(F)F)CC1=NC=CC=C1F